3-(2,2,2-trifluoroethoxy)acrolein FC(COC=CC=O)(F)F